(+-)-(3E)-3-(methoxymethylene)tricyclo[5.2.1.0~2,6~]decane CO\C=C/1\C2C3CCC(C2CC1)C3